C(C=C)(=O)OCC1OCOC1 1,3-dioxolan-4-ylmethyl acrylate